FC(C)(F)C1=CC=CC(=N1)N1N=C2CCC(CC2=C1)C(=O)N[C@H]1[C@H]2CC[C@@H](C1)N2CC2=CC=C(C=C2)OC 2-(6-(1,1-difluoroethyl)pyridin-2-yl)-N-((1R,2R,4S)-7-(4-methoxybenzyl)-7-azabicyclo[2.2.1]heptan-2-yl)-4,5,6,7-tetrahydro-2H-indazole-5-carboxamide